FC1=C(C=CC(=C1)C1=NC(=CN=C1)C(F)(F)F)NC(C(C)(C=1N=C(SC1)NS(=O)(=O)C)C)=O N-(2-fluoro-4-(6-(trifluoromethyl)pyrazin-2-yl)phenyl)-2-methyl-2-(2-(methylsulfonamido)thiazol-4-yl)propanamide